[Ca].[Al] aluminum calcium salt